(S)-N1-(1-(2-(bicyclo[2.1.1]hexan-1-ylamino)-2-oxoethyl)-2-oxo-1,2-dihydropyridin-3-yl)-N6-ethyl-2-(2-isopropyloxazole-5-carboxamido)-5-oxohexanediamide C12(CCC(C1)C2)NC(CN2C(C(=CC=C2)NC([C@H](CCC(C(=O)NCC)=O)NC(=O)C2=CN=C(O2)C(C)C)=O)=O)=O